CC(CCO)CCC=C(CCC=C(CCC=C(CCCCC)C)C)C 3,7,11,15-tetramethyl-6,10,14-eicosatrien-1-ol